C(C1=CC=CC=C1)OCC[C@H](CNC(OC(C)(C)C)=O)O |r| tert-butyl [(2RS)-4-(benzyloxy)-2-hydroxybutyl]carbamate